4-(2-Nitrophenyl)butanoic acid ethyl ester C(C)OC(CCCC1=C(C=CC=C1)[N+](=O)[O-])=O